3-methyl-1,2,4-oxadiazol-5-amine CC1=NOC(=N1)N